5-(2-Fluoro-6-hydroxy-4-(((3-methoxy-6-methylpyridin-2-yl)amino)methyl)phenyl)-1,2,5-thiadiazolidin-3-one 1,1-dioxide FC1=C(C(=CC(=C1)CNC1=NC(=CC=C1OC)C)O)N1CC(NS1(=O)=O)=O